N1C(=NC2=C1C=CC=C2)CCN 2-(1H-1,3-benzodiazol-2-yl)ethanamine